C(#N)C1=CC=C(C=C1)N1CCN(CC1)C1=CC=C(C=C1)NC(C1=C(C=C(C=C1)OC)C)=O N-(4-(4-(4-Cyanophenyl)piperazin-1-yl)phenyl)-4-methoxy-2-methylbenzamid